N-(2,2-dimethyl-1,2,3,5,6,7-hexahydrodicyclopenta[b,e]pyridin-8-yl)-1H-imidazole-1-carboxamide CC1(CC=2C(=NC3=C(C2NC(=O)N2C=NC=C2)CCC3)C1)C